C(C)OC(=O)C1=CC2=C(N=C(S2)N2CCC(CC2)NC(C2=CC(=C(C=C2)Cl)Cl)=O)C=C1 2-[4-(3,4-dichlorobenzamido)piperidinyl]Benzothiazole-6-carboxylic acid ethyl ester